(5-Bromopyrazolo[1,5-a]pyridin-3-yl)(piperidin-1-yl)methanone BrC1=CC=2N(C=C1)N=CC2C(=O)N2CCCCC2